C1(=CC=CC=C1)CCC[Si](CC(C)C)(CC(C)C)CC(C)C 3-phenylpropyl-triisobutyl-silicon